tertiary hexanone C(C)(C)C(CC)=O